CN1C(C=C(C(=C1)C1=CN=C(O1)C1=CC=CC=C1)C1=CC=CC=C1)=O 1-methyl-4-phenyl-5-(2-phenyloxazol-5-yl)pyridin-2(1H)-one